C(CC)(=O)OCCOC1=NN(C=C1)C1=NC(=C2C(=N1)N(N=C2)C2=CC=C(C=C2)F)NC(=O)C=2SC(=CC2)[N+](=O)[O-] 2-((1-(1-(4-fluorophenyl)-4-(5-nitrothiophene-2-carboxamido)-1H-pyrazolo[3,4-d]pyrimidin-6-yl)-1H-pyrazol-3-yl)oxy)ethyl propionate